ClC1=C(C=CC=C1)C(=C)C1=NNC2=NC(=CN=C21)N2CCC1(CC2)[C@@H](C2=CC(=CC=C2C1)OC)N (S)-1'-(3-(1-(2-chlorophenyl)vinyl)-1H-pyrazolo[3,4-b]pyrazin-6-yl)-6-methoxy-1,3-dihydro-spiro[inden-2,4'-piperidin]-1-amine